[1-(4-fluorophenyl)-8-methoxy-9-(2-methyltetrazol-5-yl)-5,6-dihydropyrrolo[2,1-a]isoquinolin-3-yl]-[(2S)-2-[(1S)-1-hydroxyethyl]-2-methyl-pyrrolidin-1-yl]methanone FC1=CC=C(C=C1)C=1C=C(N2C1C1=CC(=C(C=C1CC2)OC)C=2N=NN(N2)C)C(=O)N2[C@](CCC2)(C)[C@H](C)O